(1R,5S)-3-(8-fluoro-7-(3-hydroxynaphthalen-1-yl)-2-(((S)-1-methylpyrrolidin-2-yl)methoxy)quinazolin-4-yl)-3,8-diazabicyclo[3.2.1]octane-8-sulfonamide FC=1C(=CC=C2C(=NC(=NC12)OC[C@H]1N(CCC1)C)N1C[C@H]2CC[C@@H](C1)N2S(=O)(=O)N)C2=CC(=CC1=CC=CC=C21)O